COC1=CC=C(C=C1)C(OCC=1C=C(CNC(CCCCCCCCC(=O)OC)=O)C=C(C1)CO)(C1=CC=CC=C1)C1=CC=C(C=C1)OC methyl 10-((3-((bis(4-methoxyphenyl) (phenyl) methoxy) methyl)-5-(hydroxymethyl) benzyl) amino)-10-oxodecanoate